(4-(methoxymethyl)piperidin-4-yl)carbamic acid tert-butyl ester C(C)(C)(C)OC(NC1(CCNCC1)COC)=O